7-(tert-butyl)-4-chloroselenopheno[3,2-d]Pyrimidine C(C)(C)(C)C1=C[Se]C2=C1N=CN=C2Cl